ClC1=NC=CC(=N1)NS(=O)(=O)C1=CC=C(C=C1)[N+](=O)[O-] N-(2-chloro-4-pyrimidinyl)-4-nitrobenzenesulfonamide